O1CCCCCCCCC=CCCCCCC1 1-oxacycloheptadec-10-en